4-(2-chloroethyl)morpholine dihydrochloride Cl.Cl.ClCCN1CCOCC1